ClC=1C=C(C2=C(N(S(C3=C2C=CC=C3)(=O)=O)CC(=O)OCC)C1)Cl Ethyl (8,10-dichloro-5,5-dioxido-6H-dibenzo[c,e][1,2]thiazin-6-yl)acetate